isopropylidene[(cyclopentadienyl)-(7H-dibenzo[c,g]fluorenyl)]hafnium dichloride [Cl-].[Cl-].C(C)(C)=[Hf+2]C1=C(C=CC=2C=CC=3CC=4C=CC5=C(C4C3C21)C=CC=C5)C5C=CC=C5